4-{2-[2-(dimethylamino)phenyl]-2,8-diazaspiro[4.5]decan-8-yl}-1-methyl-2-oxo-1,2-dihydroquinoline-3-carbonitrile CN(C1=C(C=CC=C1)N1CC2(CC1)CCN(CC2)C2=C(C(N(C1=CC=CC=C21)C)=O)C#N)C